ClC1=CC(=C(C=C1)O)C=NC1=C(C=C(C=C1)Cl)Cl 4-chloro-2-((2,4-dichlorophenylimino)-methyl)phenol